CC1=NC(=C(N=C1C)C)C 2,3,5,6-Tetramethylpyrazin